BrC=1C=2C(N=C3N(C2C=CC1)C1=CC(=CC=C1C3(C)C)C3CCN(CC3)CC3COC1(C3)CCN(CC1)C1=CC(=C(C(=C1)F)N1C(CCCC1=O)=O)F)=O (4-(3-((4-(4-bromo-7,7-dimethyl-5-oxo-5,7-dihydroindolo[1,2-a]quinazolin-10-yl)piperidin-1-yl)methyl)-1-oxa-8-azaspiro[4.5]decan-8-yl)-2,6-difluorophenyl)piperidine-2,6-dione